[Si](C)(C)(C(C)(C)C)OCC1N(CCC1)N1NC2=NC(=NC=C2C1C)Cl 2-(((tert-butyldimethylsilyloxy)methyl)pyrrolidin-1-yl)-6-chloro-3-methyl-1H-pyrazolo[3,4-d]pyrimidine